ClC1=CC(=CC(=N1)C=O)C(F)(F)F 6-chloro-4-(trifluoromethyl)picolinaldehyde